Cl.C1(CCC1)CNC1=C(C=C2C(NC(=NC2=C1)CS[C@@H]1[C@@H](CNCC1)F)=O)F 7-((Cyclobutylmethyl)amino)-6-fluoro-2-(((cis-3-fluoropiperidin-4-yl)thio)methyl)quinazolin-4(3H)-one hydrochloride